phosphono (phosphonoacetate) P(=O)(O)(O)CC(=O)OP(=O)(O)O